FC1=CC=C(C(=O)NC=2C=C3C(=CNC3=CC2)C=2CCN(CC2)C(C)CC)C=C1 5-(4-fluorobenzoyl)amino-3-(1-(sec-butyl)-1,2,3,6-tetrahydropyridin-4-yl)-1H-indole